N-(prop-1-en-1-yl)benzamide C(=CC)NC(C1=CC=CC=C1)=O